O1C=NC2=C1C=CC(=C2)N benzo[d]Oxazol-5-amine